4-(5-methylpiperidin-2-yl)Cyclohexanol CC1CCC(NC1)C1CCC(CC1)O